5-[(2,3-Dibromophenoxy)methyl]oxazol-2(3H)-one BrC1=C(OCC2=CNC(O2)=O)C=CC=C1Br